tert-butyl (S)-2-((1-(3,7-dimethyl-4-oxo-2-(pyridin-3-yl)-4H-pyrido[1,2-a]pyrimidin-9-yl)ethyl)amino)benzoate CC1=C(N=C2N(C1=O)C=C(C=C2[C@H](C)NC2=C(C(=O)OC(C)(C)C)C=CC=C2)C)C=2C=NC=CC2